1-(4,5-difluoro-3-methylbenzofuran-2-yl)-2-methylpropan-1-amine FC1=C(C=CC2=C1C(=C(O2)C(C(C)C)N)C)F